5-(2,4-difluorophenyl)-4-methoxy-1-((6-methylpyridin-2-yl)sulfonyl)-1H-pyrrole-3-carbaldehyde FC1=C(C=CC(=C1)F)C1=C(C(=CN1S(=O)(=O)C1=NC(=CC=C1)C)C=O)OC